methyl 3-chloro-6-methoxy-2-methylbenzoate ClC=1C(=C(C(=O)OC)C(=CC1)OC)C